ethyl 2-((6-(1-methyl-1H-pyrazol-3-ylsulfonyl)-1-oxophthalazin-2(1H)-yl)methyl)benzoate CN1N=C(C=C1)S(=O)(=O)C=1C=C2C=NN(C(C2=CC1)=O)CC1=C(C(=O)OCC)C=CC=C1